C(C)OC(=O)C=1C(=NNC1)OCCCOC 3-(3-methoxypropoxy)-1H-pyrazole-4-carboxylic acid ethyl ester